3-Dimethylamino-2-hydroxypropyl methacrylate C(C(=C)C)(=O)OCC(CN(C)C)O